O(P(=O)(Cl)Cl)Cl oxyphosphoryl chloride